NC1(CN(C1)C1=CC=C(C(=N1)C)CN1C[C@@H]2N([C@@H](CN(C2)C2=C3C=CC=NC3=C(C=C2)C#N)C)CC1)C 5-[(4R,9aS)-8-[[6-(3-amino-3-methyl-azetidin-1-yl)-2-methyl-3-pyridyl]methyl]-4-methyl-3,4,6,7,9,9a-hexahydro-1H-pyrazino[1,2-a]pyrazin-2-yl]quinoline-8-carbonitrile